C1(=CC=CC=C1)C1N(CCC2=CC(=CC=C12)C(=O)OC)C(=O)OC(C)(C)C 2-tert-butyl 6-methyl 1-phenyl-3,4-dihydro-1H-isoquinoline-2,6-dicarboxylate